O.S(=O)(=O)(O)[O-].[K+] potassium hydrogensulfate monohydrate